N(=C=O)C1CC(CC(C1)(C)CN1CN(CN(C1)CC1(CC(CC(C1)N=C=O)(C)C)C)CC1(CC(CC(C1)N=C=O)(C)C)C)(C)C 1,3,5-tris(5-isocyanato-1,3,3-trimethylcyclohexylmethyl)hexahydro-1,3,5-triazine